(S)-2-((1-(5-(3',5'-difluoro-[1,1'-biphenyl]-4-yl)-1,2,4-oxadiazol-3-yl)ethyl)carbamoyl)-4-methoxypyridin-3-yl acetate C(C)(=O)OC=1C(=NC=CC1OC)C(N[C@@H](C)C1=NOC(=N1)C1=CC=C(C=C1)C1=CC(=CC(=C1)F)F)=O